2-[(2-cyclopropyl-4-{[(2E)-imidazolidin-2-ylidene]carbamoyl}phenyl)amino]-3-methyl-N-(3-methylbutyl)pyridine-4-carboxamide C1(CC1)C1=C(C=CC(=C1)C(N=C1NCCN1)=O)NC1=NC=CC(=C1C)C(=O)NCCC(C)C